CC=1N=C(NC1)CCCCCCCCCCCCCCCCC methyl-2-heptadecylimidazole